Diallylsuccinat C(C=C)OC(CCC(=O)OCC=C)=O